ethylenebiserucic amide C(CCCCCCCCC\C=C/CCCCCCCCCCCC(=O)N)CCCCCCCC\C=C/CCCCCCCCCCCC(=O)N